NC1=C(OCCS(=O)(=O)O)C=CC(=C1)OC 2-(2-amino-4-methoxyphenoxy)ethane-1-sulfonic acid